COC1=CC=C(C=C1)CN1C=2N=CN=C3C=CC=4C=NN(CC1)C4C32 6-[(4-methoxyphenyl)methyl]-2,4,6,9,10-pentaazatetracyclo[7.5.2.05,15.012,16]hexadecane-1(2),3,5(15),10,12(16),13-hexaene